Methyl 2-(8-(benzo[d]thiazol-2-ylcarbamoyl)-3,4-dihydroisoquinolin-2(1H)-yl)-5-(3-(2-fluoro-6-(3-(methylamino)prop-1-yn-1-yl)phenoxy)propyl)thiazole-4-carboxylate S1C(=NC2=C1C=CC=C2)NC(=O)C=2C=CC=C1CCN(CC21)C=2SC(=C(N2)C(=O)OC)CCCOC2=C(C=CC=C2C#CCNC)F